N1=C(C=CC=C1)CNCC1=CC=C(C=C1)CNCC1=NC=CC=C1 N,N'-bis(2-pyridylmethyl)-1,4-xylylenediamine